ClC1=C(C=C(C=C1C)B1OC(C(O1)(C)C)(C)C)CO [2-chloro-3-methyl-5-(4,4,5,5-tetramethyl-1,3,2-dioxaborolan-2-yl)phenyl]methanol